2-methyl-hex-5-en-2-amine hydrochloride Cl.CC(C)(CCC=C)N